bromo-2-chloro-8-cyclopentyl-5-methylpyrido[2,3-D]pyrimidin-7(8H)-one BrC=1C2=C(N=C(N1)Cl)N(C(C=C2C)=O)C2CCCC2